5-propionyl-hydroxyl-isoindole-1,3-dione C(CC)(=O)C=1C(=C2C(NC(C2=CC1)=O)=O)O